O1COC2=C1C=CC(=C2)OC[C@@H](CC(C)C)O (R)-1-(benzo[d][1,3]dioxol-5-yloxy)-4-methylpentan-2-ol